4-((2-cyano-4-(isoindolin-2-ylmethyl)phenoxy)methyl)-N-methylpiperidine-1-carboxamide C(#N)C1=C(OCC2CCN(CC2)C(=O)NC)C=CC(=C1)CN1CC2=CC=CC=C2C1